2-bromo-N-(2-(3-(2-nitro-1-phenylethyl)-1H-indol-2-yl)phenyl)acetamide BrCC(=O)NC1=C(C=CC=C1)C=1NC2=CC=CC=C2C1C(C[N+](=O)[O-])C1=CC=CC=C1